COC=1C(=CC=2C(=C3C(=NC2C1)CCC3)N[C@@H]3CN(C[C@@H](C3)C)C(=O)OC(C)(C)C)OC |r| (±)-tert-butyl (3S,5R)-3-([6,7-dimethoxy-1H,2H,3H-cyclopenta[b]quinolin-9-yl]amino)-5-methylpiperidine-1-carboxylate